ureidopyrimidone 3-hydroxypropyl-(E)-octadec-9-enoate OCCCOC(CCCCCCC\C=C\CCCCCCCC)=O.N(C(=O)N)C1=NC(NC=C1)=O